2-trifluoromethylphenyl-ethyl bromide FC(C1=C(C=CC=C1)CCBr)(F)F